N[C@H]1CN(CCC1)C(=O)C=1C=CC=2N(C1)N=C(C2C)C=2N(C1=C(C=CC=C1C2)C2CCN(CC2)C(=O)C2CCC(CC2)O)CC2CC2 ((R)-3-aminopiperidin-1-yl)(2-(1-(cyclopropylmethyl)-7-(1-((1R,4R)-4-hydroxycyclohexane-1-carbonyl)piperidin-4-yl)-1H-indol-2-yl)-3-methylpyrazolo[1,5-a]pyridin-6-yl)methanone